C(C)(=O)OCC1=CC(=NC=C1)C1=CC(=C(C=C1)C(N)=O)Cl [2-(4-Carbamoyl-3-Chlorophenyl)Pyridin-4-yl]Methyl Acetate